C(C)(C)(C)C=1OC2=C(N1)C=CC=C2SCCC(=O)O 3-((2-(tert-butyl)benzo[d]oxazol-7-yl)thio)propionic acid